cyanomethylenetri-butyl-phosphine C(#N)C=CCCCP(CCCC)CCCC